O1COC2=C1C=CC(=C2)C=2N=C(NC2C2=NC=CC=C2)C2=CC=C(C(=O)N)C=C2 4-[4-(1,3-benzodioxol-5-yl)-5-(2-pyridyl)-1H-imidazol-2-yl]-benzamide